C1(=CC=C(C=C1)CN1C2=C(OCC1=O)C=CC(=C2)C(=O)NO)C2=CC=CC=C2 4-([1,1'-biphenyl]-4-ylmethyl)-N-hydroxy-3-oxo-3,4-dihydro-2H-benzo[b][1,4]oxazine-6-carboxamide